(R)-(5-methyl-1H-indazol-3-yl)(3-(pyridin-2-yl)-3-(p-tolyl)piperidin-1-yl)methanone CC=1C=C2C(=NNC2=CC1)C(=O)N1C[C@@](CCC1)(C1=CC=C(C=C1)C)C1=NC=CC=C1